OC(CS(=O)(=O)O)CN1CCN(CC1)CCO 2-hydroxy-3-[4-(2-hydroxyethyl)-piperazin-1-yl]propan-1-sulfonic acid